N1=C(C=NC=C1)N PYRAZINEAMINE